2-[(methylthio)methyl]-furan CSCC=1OC=CC1